S1C(=CC=C1)/C=C/C1=NN(C=C1)COCC(=O)[O-].[Na+] Sodium (E)-2-((3-(2-(thiophen-2-yl)vinyl)-1H-pyrazol-1-yl)methoxy)acetate